C(C1=CC=CC=C1)OCCCC=1C(=NC2=CC(=CC=C2C1)C1=NSC=C1)N [3-(benzyloxy)propyl]-7-(1,2-thiazol-3-yl)quinolin-2-amine